5-(4-nitro-1H-imidazol-1-yl)quinolinearachidyl-behenylamine [N+](=O)([O-])C=1N=CN(C1)C1=C2C=CC(=NC2=CC=C1)CCCCCCCCCCCCCCCCCCCCNCCCCCCCCCCCCCCCCCCCCCC